vinyl-caprolactam acrylate C(C=C)(=O)O.C(=C)C1C(=O)NCCCC1